O=C1NC(CCC1N1C(C2=CC=C(C=C2C1=O)C1CCN(CC1)CC1CCN(CC1)C1=CC=C(C=C1)[C@H]1[C@H](CCC2=CC(=CC=C12)O)C1=CC=CC=C1)=O)=O 2-(2,6-dioxopiperidin-3-yl)-5-(1-((1-(4-((1R,2S)-6-hydroxy-2-phenyl-1,2,3,4-tetrahydronaphthalen-1-yl)phenyl)piperidin-4-yl)methyl)piperidin-4-yl)isoindoline-1,3-dione